N-(2-chlorobenzyl)-2-(5-(trifluoromethyl)-1,2,4-oxadiazol-3-yl)-6,7-dihydrothieno[3,2-c]pyridine-5(4H)-carboxamide ClC1=C(CNC(=O)N2CC3=C(CC2)SC(=C3)C3=NOC(=N3)C(F)(F)F)C=CC=C1